FC(OC1=CC=C(C=C1)B(O)O)(F)F [4-(Trifluoromethoxy)phenyl]boronic acid